BrC=1C=C(C(=NC1)CNC(=O)C1=CC2=C(S1)CCCC2)F N-((5-bromo-3-fluoropyridin-2-yl)methyl)-4,5,6,7-tetrahydrobenzo[b]thiophene-2-carboxamide